ClC1=C(CSC=2C=CC(=NC2)NS(=O)(=O)C2=C(C=C(C=C2)O[C@@H]2[C@H](CCCC2)N(C)C)F)C=CC=C1 N-(5-((2-chlorobenzyl)thio)pyridin-2-yl)-4-(((1S,2S)-2-(dimethylamino)cyclohexyl)oxy)-2-fluorobenzenesulfonamide